ClC1=NC=CC(=C1F)CO (2-chloro-3-fluoro-4-pyridyl)methanol